ClC=1C=CC(=C(C1)O)C1=C(N=C(N=N1)N1CC[C@H]2[C@@H]1CN(CC2)C)C 5-chloro-2-(5-methyl-3-((3aS,7aR)-6-methyloctahydro-1H-pyrrolo[2,3-c]pyridin-1-yl)-1,2,4-triazin-6-yl)phenol